N1C=NC2=C1C=CC(=C2)N2C([C@@H]([C@@H]2C2=C(C=C(C=C2F)OCC(C)(C)O)F)C)=O (3R,4R)-1-(1H-benzo[d]imidazol-5-yl)-4-(2,6-difluoro-4-(2-hydroxy-2-methylpropoxy)phenyl)-3-methylazetidin-2-one